BrC(C=C(O)O)(C)Br Dibromobutendiol